FC=1C=C(CSC=2N(C(C3=C(N2)N(N=C3)C)=O)C3=CC=NC=C3)C=CC1 6-((3-fluorobenzyl)thio)-1-methyl-5-(pyridin-4-yl)-1H-pyrazolo[3,4-d]pyrimidin-4(5H)-one